OC[C@@H]1CN(CCN1CC1=CC(=C(C=C1)C(=O)OC)OC)C(=O)O.BrCCCCCCCC1=NC=CC=N1 (7-bromoheptyl)pyrimidine (3S)-3-(hydroxymethyl)-4-{[3-methoxy-4-(methoxycarbonyl)phenyl]methyl}piperazine-1-carboxylate